glucose pelargonate C(CCCCCCCC)(=O)O.O=C[C@H](O)[C@@H](O)[C@H](O)[C@H](O)CO